CC1=NC=CC(=C1)C1=NNC(=C1C#CC1=CC=C(C=C1)S(N)(=O)=O)C 3-(2-Methylpyridin-4-yl)-4-(4-sulfamoylphenylethynyl)-5-methyl-1H-pyrazole